7-(((1-methylcyclopropyl)amino)methyl)-1H-pyrrolo[3,2-b]pyridine-5-carboxylic acid CC1(CC1)NCC1=C2C(=NC(=C1)C(=O)O)C=CN2